C(C)C(C(=O)[O-])CCCC.C(C)C(C(=O)O)CCCC.C(C)C(C(=O)O)CCCC.C(C)C(C(=O)[O-])CCCC.[O-2].[Zr+4] zirconium oxide tetrakis(2-ethylhexanoate)